5-(chlorocarbonyl)pyridine-2-carboxylic acid methyl ester COC(=O)C1=NC=C(C=C1)C(=O)Cl